3-chlorophenyl methanesulfonate CS(=O)(=O)OC1=CC(=CC=C1)Cl